C1(=CC=CC=C1)S(=O)(=O)N=NCS(=O)(=O)CCCCS(=O)(=O)CN=NS(=O)(=O)C1=CC=CC=C1 1,4-bis(phenylsulfonylazomethylsulfonyl)butane